2,9-dimethyl-N-phenyl-4H,6H-thieno[2,3-e][1,2,4]triazolo[3,4-c][1,4]oxazepin-3-amine CC1=C(C2=C(N3C(COC2)=NN=C3C)S1)NC1=CC=CC=C1